8H-benzofuro[2,3-c]carbazole C1=CC=CC2=C1C1=C(C=CC=3NC=4C=CC=CC4C13)O2